ClC=1C(=NC(=NC1)NC1CCOCC1)C1=CC=C2CN(C(C2=C1)=O)[C@@H](C(=O)N[C@H](CO)C1=NC=C(C=C1F)F)C (2R)-2-(6-{5-chloro-2-[(oxan-4-yl)amino]pyrimidin-4-yl}-1-oxo-2,3-dihydro-1H-isoindol-2-yl)-N-[(1S)-1-(3,5-difluoropyridin-2-yl)-2-hydroxyethyl]propanamide